4-((2-(1-methyl-1H-pyrazol-4-yl)pyridin-4-yl)oxy)aniline CN1N=CC(=C1)C1=NC=CC(=C1)OC1=CC=C(N)C=C1